3-[(3,4-dimethylpyrimidino[4',5':4,5]thieno[2,3-c]pyridazin-8-yl)amino]azetidine-1-carboxylic acid tert-butyl ester C(C)(C)(C)OC(=O)N1CC(C1)NC1=NC=NC2=C1SC=1N=NC(=C(C12)C)C